(rac-(2r,3s)-2-cyclopropyl-1-(1-(4-fluorophenyl)-1H-indazol-5-yl)-5-oxo-2-phenylpyrrolidin-3-yl)oxetan-3-carboxamide cyclohexane-At C1(CCCCC1)C(=O)O.C1(CC1)[C@]1(N(C(C[C@@H]1C1OCC1C(=O)N)=O)C=1C=C2C=NN(C2=CC1)C1=CC=C(C=C1)F)C1=CC=CC=C1 |r|